1-{2-[6-(dimethylamino)hexanamido]acetyl}pyrrolidine-2-carboxamide CN(CCCCCC(=O)NCC(=O)N1C(CCC1)C(=O)N)C